5-(4-Fluorophenyl)-7-iodo-6-isopropyl-1-tosyl-1,5-dihydropyrrolo[2,3-f]indazole FC1=CC=C(C=C1)N1C(=C(C2=C1C=C1C=NN(C1=C2)S(=O)(=O)C2=CC=C(C)C=C2)I)C(C)C